(1-amino-2-methylpropan-2-yl)(methyl)amine NCC(C)(C)NC